8-bromo-N-{[5-(3-chlorophenyl)-4H-1,2,4-triazol-3-yl]methyl}-2-(morpholin-4-yl)pyrazolo[1,5-a][1,3,5]triazin-4-amine BrC=1C=NN2C1N=C(N=C2NCC2=NN=C(N2)C2=CC(=CC=C2)Cl)N2CCOCC2